bithiophene bromide [Br-].S1C(=CC=C1)C=1SC=CC1